FC=1C=C(C2=C(N=C(S2)N(CC#C)CCC2=CC=C(C=C2)OC)C1)F 5,7-difluoro-N-(4-methoxyphenethyl)-N-(prop-2-yn-1-yl)benzo[d]-thiazol-2-amine